BrC=1C(=C2C(=NC1)N(C=C2)S(=O)(=O)C2=CC=CC=C2)F 5-bromo-4-fluoro-1-(benzenesulfonyl)-1H-pyrrolo[2,3-b]pyridine